3-(4-Fluorophenyl)-1-[4-(6-hydroxyhexoxy)phenyl]prop-2-en-1-one FC1=CC=C(C=C1)C=CC(=O)C1=CC=C(C=C1)OCCCCCCO